(S)-6-(3-((4-Methyl-4H-1,2,4-triazol-3-yl)methyl)oxetan-3-yl)-2-(3-((3-methylpiperidin-1-yl)methyl)-5-(trifluoromethyl)phenyl)isoindolin-1-one CN1C(=NN=C1)CC1(COC1)C1=CC=C2CN(C(C2=C1)=O)C1=CC(=CC(=C1)C(F)(F)F)CN1C[C@H](CCC1)C